C(CS)(=O)O.C(CS)(=O)O.C(CS)(=O)O.C(O)C(CC)(CO)CO trimethylolpropan tristhioglycolate